1-(7-acetyl-7-azaspiro[3.5]non-1-yl)-3-(5-chloro-4-(5,5-dimethyl-5,6-dihydro-4H-pyrrolo[1,2-b]pyrazol-3-yl)pyridin-2-yl)urea C(C)(=O)N1CCC2(CCC2NC(=O)NC2=NC=C(C(=C2)C2=C3N(N=C2)CC(C3)(C)C)Cl)CC1